C1N(CCC2=CC=CC=C12)CCNC(=O)C=1C=C(C(=NC1)C)NC(=O)C1=NN=C2N1C=CC(=C2)C=2C=NN(C2)C N-(5-((2-(3,4-dihydroisoquinolin-2(1H)-yl)ethyl)carbamoyl)-2-methylpyridin-3-yl)-7-(1-methyl-1H-pyrazol-4-yl)-[1,2,4]triazolo[4,3-a]pyridine-3-carboxamide